benzyl (4aS,7aS)-hexahydro-6H-[1,4]dioxino[2,3-c]pyrrole-6-carboxylate O1CCO[C@@H]2[C@@H]1CN(C2)C(=O)OCC2=CC=CC=C2